C(C)OC(CC1CN(CCC1)C(=O)OC(C)(C)C)=O tert-butyl 3-(2-ethoxy-2-oxoethyl)piperidine-1-carboxylate